(3-methyl)piperidin CC1CNCCC1